C(C)(C)(C)OC(=O)N1CCC2(CC1)C(C1=C(N=C(S1)C)C2)=NS(=O)C(C)(C)C 6-((tert-butylsulfinyl)imino)-2-methyl-4,6-dihydrospiro[cyclopenta[d]thiazole-5,4'-piperidine]-1'-carboxylic acid tert-butyl ester